Tin 2,4,6-trihydroxy-3,5-diaminostyrene OC1=C(C=C)C(=C(C(=C1N)O)N)O.[Sn]